(4S,5S)-4-(2,3-dichloro-6-hydroxyphenyl)-1-[(2S)-2,3-dihydroxypropyl]-5-methylpyrrolidin-2-one ClC1=C(C(=CC=C1Cl)O)[C@@H]1CC(N([C@H]1C)C[C@@H](CO)O)=O